6-fluoro-N-[(1s,4s)-4-{[2-(difluoromethyl)imidazo[1,2-a]pyridin-5-yl]amino}cyclohexyl]pyridine-3-carboxamide FC1=CC=C(C=N1)C(=O)NC1CCC(CC1)NC1=CC=CC=2N1C=C(N2)C(F)F